6-(4-(2-(tetrahydro-2H-pyran-4-yl)phenyl)piperidin-1-yl)-2-azaspiro[3.4]octane O1CCC(CC1)C1=C(C=CC=C1)C1CCN(CC1)C1CC2(CNC2)CC1